CC(CC(C)C(C(=O)O)CCC(CC(C)(C)C)C)(C)C 2-(4,4-Dimethylpentan-2-yl)-5,7,7-trimethyloctanoic acid